ClC1=CC=2C=3C=CC(=CC3N(C(N(C2N=C1)C(C)C)=O)C1=C(C=C(C=C1F)NCCNCCO)F)C#N 4-chloro-10-[2,6-difluoro-4-({2-[(2-hydroxyethyl)amino]ethyl}amino)phenyl]-9-oxo-8-(propan-2-yl)-6,8,10-triazatricyclo[9.4.0.02,7]pentadeca-1(11),2(7),3,5,12,14-hexaene-13-carbonitrile